8-[(1-L-histidylazetidin-3-yl)oxy]-4,4-dihydroxy-5-oxa-4-boranuidabicyclo[4.4.0]deca-1(6),7,9-triene-7-carboxylic acid disodium salt [Na+].[Na+].N[C@@H](CC1=CNC=N1)C(=O)N1CC(C1)OC1=C(C=2O[B-](CCC2C=C1)(O)O)C(=O)O.N[C@@H](CC1=CNC=N1)C(=O)N1CC(C1)OC1=C(C=2O[B-](CCC2C=C1)(O)O)C(=O)O